3-[(2-methylprop-2-yl)oxy]propanoic acid CC(C)(C)OCCC(=O)O